C1=CC=CC2=CC3=CC=CC=C3C(=C12)C#CC1=CC=NC=C1 4-[2-(anthracen-9-yl)ethynyl]pyridine